(S*)-5-(3,4-Difluorophenyl)-N-(1-(6-(piperazin-1-yl)pyridin-2-yl)ethyl)-7H-pyrrolo[2,3-d]pyrimidin-4-amine FC=1C=C(C=CC1F)C1=CNC=2N=CN=C(C21)N[C@@H](C)C2=NC(=CC=C2)N2CCNCC2 |o1:18|